3-((4-((5-Cyclopropyl-3-(3,5-dichloropyridin-4-yl)isoxazol-4-yl)methoxy)bicyclo[2.2.2]octan-1-yl)ethynyl)imidazo[1,2-a]pyridin C1(CC1)C1=C(C(=NO1)C1=C(C=NC=C1Cl)Cl)COC12CCC(CC1)(CC2)C#CC2=CN=C1N2C=CC=C1